3-bromo-6-(tert-butoxycarbonylamino)pyridine-2-carboxylic acid methyl ester COC(=O)C1=NC(=CC=C1Br)NC(=O)OC(C)(C)C